C1(CC1)N(CC[C@@H](C(=O)O)NC(=O)OCC1CCOCC1)CCCCC1=NC=2NCCCC2C=C1 (S)-4-(cyclopropyl(4-(5,6,7,8-tetrahydro-1,8-naphthyridin-2-yl)butyl)amino)-2-((((tetrahydro-2H-pyran-4-yl)methoxy)carbonyl)amino)butanoic acid